N-tert-butyloxycarbonyl-4,4-difluoro-3-methylenepiperidine C(C)(C)(C)OC(=O)N1CC(C(CC1)(F)F)=C